CN1N=C2C=C(C(=CC2=C1)N)OCC#C 2-Methyl-6-prop-2-ynyloxy-indazol-5-amine